C5-chloro-1-(tetrahydro-2H-pyran-2-yl)-1,2-dihydro-3H-pyrazolo[4,3-b]pyridin-3-one ClC1=CC=C2C(=N1)C(NN2C2OCCCC2)=O